3-(5-bromo-3-methyl-2-oxo-2,3-dihydro-1H-1,3-benzodiazol-1-yl)piperidine-2,6-dione BrC1=CC2=C(N(C(N2C)=O)C2C(NC(CC2)=O)=O)C=C1